NC=1C(=C2C(=NC1)N(C=C2)S(=O)(=O)C2=CC=C(C)C=C2)NN2CCC(CC2)CC#N 2-(1-((5-amino-1-p-toluenesulfonyl-1H-pyrrolo[2,3-b]pyridine-4-yl)amino)piperidine-4-yl)acetonitrile